4-(4-nitrophenyl)-3-trifluoromethyl-1,2,4-triazol-5-one [N+](=O)([O-])C1=CC=C(C=C1)N1C(=NNC1=O)C(F)(F)F